tert-butyl (2R,3S)-2-((((1s,4S)-4-(3-(but-3-en-1-yloxy)phenyl)cyclohexyl)oxy)methyl)-3-(methylsulfonamido)piperidine-1-carboxylate C(CC=C)OC=1C=C(C=CC1)C1CCC(CC1)OC[C@@H]1N(CCC[C@@H]1NS(=O)(=O)C)C(=O)OC(C)(C)C